COC(=O)[C@@]1([C@H](O)[C@H](O)[C@@H](CO)O1)N1C(=O)NC(=O)C=C1 methoxycarbonyl-uridine